C1(=CC=C(C=C1)S(=O)C1=CC=CC=C1)C (p-tolyl)phenylsulfoxide